4-(dibutyl(5-chloropyridin-3-yl)stannyl)butan-1-ylium C(CCC)[Sn](CCC[CH2+])(C=1C=NC=C(C1)Cl)CCCC